[Na+].N1C=NC2=C1C=C(C=C2)C(=O)[O-] 1H-benzo[d]imidazole-6-carboxylic acid sodium salt